(R)-N-(2-(4-cyanothiazolidin-3-yl)-2-oxoethyl)-6-(3,3-dimethyl-1-oxa-6-azaspiro[3.3]heptane-6-yl)quinoline-4-carboxamide C(#N)[C@H]1N(CSC1)C(CNC(=O)C1=CC=NC2=CC=C(C=C12)N1CC2(C(CO2)(C)C)C1)=O